Ethyl (S)-2-(4-(4-(2-(3-chloro-4-cyanophenyl)-3-methyl-2,8-diazaspiro[4.5]decan-8-yl)benzoyl)piperazin-1-yl)acetate ClC=1C=C(C=CC1C#N)N1CC2(C[C@@H]1C)CCN(CC2)C2=CC=C(C(=O)N1CCN(CC1)CC(=O)OCC)C=C2